N1CC(C1)N1C[C@@H](CCC1)NC=1N=NC(=CC1)Cl (R)-N-(1-(azetidin-3-yl)piperidin-3-yl)-6-chloropyridazin-3-amine